8-(3-(pyridin-4-yl)-2,6-naphthyridin-1-yl)-2,8-diazaspiro[4.5]decane N1=CC=C(C=C1)C=1N=C(C2=CC=NC=C2C1)N1CCC2(CCNC2)CC1